CN(C=1SC=2N=C(SC2N1)C1=CC=C(C2=C1NC=N2)C=2C=NNC2)C2CC(NC(C2)(C)C)(C)C N-Methyl-5-[4-(1H-pyrazol-4-yl)-1H-benzimidazol-7-yl]-N-(2,2,6,6-tetramethylpiperidin-4-yl)[1,3]thiazolo[5,4-d][1,3]thiazol-2-amin